COC1=C(C(=CC=C1)OC)S(=O)(=O)NC1=NOC2=C1C(=CC(=C2)C2=CC=CC(=N2)N2CCN(CC2)C(=O)OC(C)(C)C)OC tert-butyl 4-(6-(3-((2,6-dimethoxyphenyl) sulfonamido)-4-methoxybenzo[d]isoxazol-6-yl)pyridin-2-yl)piperazine-1-carboxylate